2-(3-Fluoro-4-methoxyphenyl)-3-(2-methylpyridin-4-yl)imidazo[1,2-a]pyrimidine FC=1C=C(C=CC1OC)C=1N=C2N(C=CC=N2)C1C1=CC(=NC=C1)C